bis(t-butyloxy)methylsilanol Rhenium [Re].C(C)(C)(C)OC(OC(C)(C)C)[SiH2]O